C1(=CC=CC=C1)C=1C(=C(N=NC1)N1CCCC1)C1=NC2=C(N1)C=CC=C2 2-(5-phenyl-3-(pyrrolidin-1-yl)pyridazin-4-yl)-1H-benzo[d]imidazole